C(C)C=1C=NN2C1N=C(C=C2NCC=2C=NC(=CC2)OCCOCCOCCOCCOCCOCCOCCNC)N2[C@@H](CCCC2)CCO 2-[(2S)-1-[3-ethyl-7-[[6-[2-[2-[2-[2-[2-[2-[2-(methylamino)ethoxy]ethoxy]ethoxy]ethoxy]ethoxy]ethoxy]ethoxy]-3-pyridyl]methylamino]pyrazolo[1,5-a]pyrimidin-5-yl]-2-piperidyl]ethanol